[Br-].FC(C(=O)NCCCN1C=[NH+]C=C1)(F)F 3-(2,2,2-trifluoroacetamido)propyl-1H-imidazol-3-ium bromide